C1(CC1)C1=NC=CC(=C1)NC1=NC(=NC(=N1)NC(C)C)C1=CC=CC=C1 N2-(2-cyclopropylpyridin-4-yl)-N4-isopropyl-6-phenyl-1,3,5-triazine-2,4-diamine